1-(7-Bromoimidazo[1,2-a]pyridin-3-yl)-3-[(4-methoxyphenyl)methyl]hexahydropyrimidine-2,4-dione BrC1=CC=2N(C=C1)C(=CN2)N2C(N(C(CC2)=O)CC2=CC=C(C=C2)OC)=O